1-(4-methoxyphenyl)-N-methylcyclopropane-1-carboxamide COC1=CC=C(C=C1)C1(CC1)C(=O)NC